C(C)(C)(C)S(=O)N1CCN(CC1)C1=NC=NC=2N(C3=CC(=CC=C3C21)S(=O)(=O)NC2(CC2)C#N)C=2SC(=NN2)C(F)F 4-(4-(tert-butylsulfinyl)piperazin-1-yl)-N-(1-cyanocyclopropyl)-9-(5-(difluoromethyl)-1,3,4-thiadiazol-2-yl)-9H-pyrimido[4,5-b]indole-7-sulfonamide